(3-chlorobenzyl)-N-(4-(methylcarbamoyl)phenyl)-2-oxo-2H-chromene-3-carboxamide ClC=1C=C(CC2=C(C(OC3=CC=CC=C23)=O)C(=O)NC2=CC=C(C=C2)C(NC)=O)C=CC1